Succinimidyl-6-(β-maleimidopropionamido)hexanoat C1(CCC(N1C(C(=O)[O-])CCCCNC(CCN1C(C=CC1=O)=O)=O)=O)=O